OCCN1[C@H]2[C@@](CCC1)(CCC2)COC=2N=C(C1=C(N2)C(=C(N=C1)C1=CC(=CC2=CC=C(C(=C12)C#C)F)O)F)N1CCOCCC1 4-(2-{[(4aS,7aR)-1-(2-hydroxyethyl)-octahydro-1H-cyclopenta[b]pyridin-4a-yl]methoxy}-8-fluoro-4-(1,4-oxazepan-4-yl)pyrido[4,3-d]pyrimidin-7-yl)-5-ethynyl-6-fluoronaphthalen-2-ol